S(O)(=O)(=O)OC[C@H](N)C(=O)O L-serine bisulfate